The molecule is a sesquiterpene lactone obtained by formal condensation of one of the carboxy groups of oxalic acid with the 15-hydroxy group of 11beta,13-dihydrolactucopicrin. Found in chicory. It has a role as a plant metabolite. It is an azulenofuran, a cyclic terpene ketone, an enone, an oxo monocarboxylic acid, a member of phenols and a sesquiterpene lactone. It derives from a 4-hydroxyphenylacetic acid, a lactucin and an oxalic acid. C[C@H]1[C@@H]2[C@H](CC(=C3[C@@H]([C@H]2OC1=O)C(=CC3=O)COC(=O)C(=O)O)C)OC(=O)CC4=CC=C(C=C4)O